tert-butyl (S)-2-(6-(3-methyl-1H-pyrrolo[2,3-b]pyridin-5-yl)-2-(morpholine-4-carbonyl)-1,2,3,4-tetrahydroisoquinolin-8-yl)pyrrolidine-1-carboxylate CC1=CNC2=NC=C(C=C21)C=2C=C1CCN(CC1=C(C2)[C@H]2N(CCC2)C(=O)OC(C)(C)C)C(=O)N2CCOCC2